[OH-].[Na+].C1(=CC=C(C=C1)NC1=NC(=CC(=N1)C(=O)O)NC(C)(CC(C)(C)C)C)C 2-(p-Tolylamino)-6-(2,4,4-trimethylpentan-2-ylamino)pyrimidine-4-carboxylic acid Sodium hydroxide